NC1(CN(C1)C1=CC2=C(C=N1)C1(CN(C1)C[C@H]1CN(C[C@H](O1)C)C=1C=3N(C(=CC1)C#N)N=CC3)OC2)C 4-[(2s,6r)-2-[[6-(3-amino-3-methyl-azetidin-1-yl)spiro[1H-furo[3,4-c]pyridin-3,3'-azetidine]-1'-yl]methyl]-6-methyl-morpholin-4-yl]pyrazolo[1,5-a]pyridine-7-carbonitrile